C(C)OC(=O)C=1C=NN(C1)C1=CC(=C(C=C1)O[C@@H]1[C@@H]2[C@H](OC1)[C@H](CO2)OC)[N+](=O)[O-] 1-(4-{[(3S,3aR,6S,6aR)-6-methoxyhexahydrofuro[3,2-b]furan-3-yl]oxy}-3-nitrophenyl)-1H-pyrazole-4-carboxylic acid ethyl ester